CNC[C@@H]1OCCC=2C=CC3=C(C12)OCCO3 (R)-N-methyl-1-(2,3,7,10-tetrahydro-8H-[1,4]dioxino[2,3-H]isochromen-10-yl)methylamine